BrC1=C2C(=C(S1)Br)C(C=1C(=C(SC1CCCCCCCCCC)CCCCCCCCCC)C2=O)=O 1,3-dibromo-5,7-bis(decyl)benzo[1,2-C:4,5-C']Dithiophene-4,8-dione